6-Amino-4-(5-((tert-butoxycarbonyl)amino)isothiazol-4-yl)-7-(3-methoxy-2,6-dimethylphenyl)-2-Methyl-7H-pyrrolo[2,3-d]pyrimidine-5-carboxylic acid methyl ester COC(=O)C1=C(N(C=2N=C(N=C(C21)C=2C=NSC2NC(=O)OC(C)(C)C)C)C2=C(C(=CC=C2C)OC)C)N